N-((2-(2,6-dioxopiperidin-3-yl)-1-oxoisoindolin-5-yl)methyl)-1-phenyl-5-(trifluoromethyl)-1H-pyrazole-4-carboxamide O=C1NC(CCC1N1C(C2=CC=C(C=C2C1)CNC(=O)C=1C=NN(C1C(F)(F)F)C1=CC=CC=C1)=O)=O